pyridinium (2SR,5RS)-N'-benzoyl-7-oxo-6-(sulfooxy)-1,6-diazabicyclo[3.2.1]octane-2-carbohydrazide C(C1=CC=CC=C1)(=O)NNC(=O)[C@H]1N2C(N([C@H](CC1)C2)OS(=O)(=O)O)=O.[NH+]2=CC=CC=C2 |r|